C(#N)C=1C2=C(N=C(N1)N1CCC(CC1)(C1=CC=CC=C1)NC([O-])=O)NC=C2I (1-(4-cyano-5-iodo-7H-pyrrolo[2,3-d]pyrimidin-2-yl)-4-phenylpiperidin-4-yl)carbamate